ClC=1C=C(C=O)C=C(N1)C 2-chloro-6-methylisonicotinaldehyde